3-methyl-N,N-dimethylaniline CC=1C=C(N(C)C)C=CC1